S1C(=CC=C1)C1=C(C2=CC=CC=C2C=2OCC=CC21)O 5-thiophenyl-6-hydroxy-2H-naphtho[1,2-b]pyran